COC1(CCC2(OCCO2)CC1)C(=O)OC methyl 8-methoxy-1,4-dioxaspiro[4.5]decane-8-carboxylate